Boc-L-3-thienylalanine C(=O)(OC(C)(C)C)N([C@@H](C)C(=O)O)C1=CSC=C1